(1RS,4RS,1S)-4-(1,5-Dimethylhex-4-enyl)-1-methylcyclohex-2-en-1-ol C[C@@H](CCC=C(C)C)[C@@H]1C=C[C@@](CC1)(O)C |&1:8,11|